C1(CC1)C1=C(C(=NO1)C1=C(C=NC=C1Cl)Cl)C=C1CC2(C1)CCN(CC2)C=2C=C1C(=CC(=NC1=CC2)C(=O)O)OC(F)F 6-(2-((5-cyclopropyl-3-(3,5-dichloropyridin-4-yl)isoxazol-4-yl)methylene)-7-azaspiro[3.5]non-7-yl)-4-(difluoromethoxy)quinoline-2-carboxylic acid